Vanadium zinc sulfide [S-2].[Zn+2].[V+5]